ClC1=C(C=C(C=C1)CN1CCN(CC1)C1=CC(N(C=2C=CC=NC12)C)=O)O 8-{4-[(4-chloro-3-hydroxyphenyl)methyl]piperazin-1-yl}-5-methyl-6-oxo-5,6-dihydro-1,5-naphthyridine